(S)-(3-aminopyrrolidin-1-yl)(5-(4-(4-cyclobutylpiperazin-1-yl)phenyl)-3-methylthiophen-2-yl)methanone N[C@@H]1CN(CC1)C(=O)C=1SC(=CC1C)C1=CC=C(C=C1)N1CCN(CC1)C1CCC1